1-((5-(4-(tert-butyl)phenyl)-1-methyl-1H-1,2,4-triazol-3-yl)methyl)-4-phenethylpiperazine C(C)(C)(C)C1=CC=C(C=C1)C1=NC(=NN1C)CN1CCN(CC1)CCC1=CC=CC=C1